((oxetan-2-ylmethyl)amino)pyridin O1C(CC1)CNC1=NC=CC=C1